(R)-6,7-dimethoxy-4-(2-(S-methylsulfonimidoyl)-1,2,3,4-tetrahydroisoquinolin-7-yl)quinazoline COC=1C=C2C(=NC=NC2=CC1OC)C1=CC=C2CCN(CC2=C1)[S@](=O)(=N)C